ClC1=CC(=C(C=C1)NC=1C(=C(C=NC1)C(=O)OC)C)F methyl 5-[(4-chloro-2-fluorophenyl) amino]-4-methylpyridine-3-carboxylate